{4-[(dimethylcarbamoyl)methoxy]-2-(2,6-dioxopiperidin-3-yl)-3-oxo-2,3-dihydro-1H-isoindol-5-yl}methyl N-[4-(3,4-difluorophenoxy)phenyl]carbamate FC=1C=C(OC2=CC=C(C=C2)NC(OCC=2C(=C3C(N(CC3=CC2)C2C(NC(CC2)=O)=O)=O)OCC(N(C)C)=O)=O)C=CC1F